C(C)(C)(C)OC(=O)N1C(C(CC1)=O)COC1CCC(CC1)OCCC1=CC=CC=C1 2-({[4-(Benzylmethoxy)cyclohexyl]oxy}methyl)-3-oxopyrrolidine-1-carboxylic acid tert-butyl ester